(E)-2-(2-(1-methyl-1H-indazol-6-yl)vinyl)benzo[d]thiazol-6-ol CN1N=CC2=CC=C(C=C12)/C=C/C=1SC2=C(N1)C=CC(=C2)O